(5-{2-fluoro-5-[(4-oxo-3,4-dihydrophthalazin-1-yl)methyl]phenyl}-1H-benzimidazol-2-yl)carbamic acid hexyl ester C(CCCCC)OC(NC1=NC2=C(N1)C=CC(=C2)C2=C(C=CC(=C2)CC2=NNC(C1=CC=CC=C21)=O)F)=O